FC=1C=NC(=C(C(=O)N(C)C2CCC3=CC=C(C=C23)F)C1)OC 5-fluoro-N-(6-fluoro-2,3-dihydro-1H-inden-1-yl)-2-methoxy-N-methylnicotinamide